OCC1CN(CC1)C(=O)OC(C)(C)C tert-Butyl 3-(hydroxymethyl)pyrrolidine-1-carboxylate